2-(2-hydroxy-4-octyloxyphenyl)-4,6-bis(2,4-xylyl)-1,3,5-triazine OC1=C(C=CC(=C1)OCCCCCCCC)C1=NC(=NC(=N1)C1=C(C=C(C=C1)C)C)C1=C(C=C(C=C1)C)C